ClC1=NC=C(C(=C1)OCC1CCC(CC1)CNC(OC(C)(C)C)=O)C(=O)C1CC1 tert-butyl (((1r,4r)-4-(((2-chloro-5-(cyclopropanecarbonyl)pyridin-4-yl)oxy)methyl)cyclohexyl)methyl)carbamate